methyl (E)-[4-[3-(4-chlorophenyl)-3-[4-[3-[4-(hydroxymethyl)piperidin-1-yl]propynyl]phenyl]allyloxy]-2-methylphenoxy]acetate ClC1=CC=C(C=C1)/C(=C/COC1=CC(=C(OCC(=O)OC)C=C1)C)/C1=CC=C(C=C1)C#CCN1CCC(CC1)CO